CN1N=CC(=C1)C=1N=C(C=2N(C1)N=CC2)OC2CN(CCC2)S(=O)(=O)\C=C\C (E)-6-(1-methyl-1H-pyrazol-4-yl)-4-((1-(prop-1-en-1-ylsulfonyl)piperidin-3-yl)oxy)pyrazolo[1,5-a]pyrazine